C1(=CC=CC=C1)[C@H]1[C@@H](CNC1)C(=O)NC1=CC(=CC=C1)OC1=CC=C(C=C1)C(F)(F)F |r| (±)-trans-4-phenyl-N-{3-[4-(trifluoromethyl)phenoxy]Phenyl}pyrrolidine-3-carboxamide